1,1,1,3,3,3-hexafluoro-propan-2-yl-(R or S)-1-(((4-methyl-tetrahydro-2H-pyran-4-yl)-methyl)carbamoyl)-6-azaspiro[2.5]-octane FC(C(C(F)(F)F)[C@@]1(CC12CCNCC2)C(NCC2(CCOCC2)C)=O)(F)F |o1:7|